COC(CCN1N=CC=2C1=NC(=NC2)NC2=CC=C1CCN(CC1=C2)C)(C)C N-(1-(3-methoxy-3-methylbutyl)-1H-pyrazolo[3,4-d]pyrimidin-6-yl)-2-methyl-1,2,3,4-tetrahydroisoquinolin-7-amine